O=C1N(CC2=CC(=CC=C12)C(=O)N1CCCCC1)C1C(NC(CC1)=O)=O 3-(1-oxo-5-(piperidine-1-carbonyl)isoindolin-2-yl)piperidine-2,6-dione